C(C)(C)OC1=NC=CC(=N1)NCC1=C(N=NN1C)C1=CC=C(C(=N1)C)O[C@@H]1C[C@H](CCC1)C(=O)O (1S,3S)-3-((6-(5-(((2-isopropoxy-pyrimidin-4-yl)amino)methyl)-1-methyl-1H-1,2,3-triazol-4-yl)-2-methylpyridin-3-yl)oxy)cyclohexanecarboxylic acid